C[C@H]1N(CCN(C1)C)C(=O)Cl (R)-2,4-dimethylpiperazine-1-carboxylic acid chloride